(3-((4-(4-benzoylpiperazine-1-yl)-7-methoxyquinazolin-6-yl)oxy)propyl)morpholine C(C1=CC=CC=C1)(=O)N1CCN(CC1)C1=NC=NC2=CC(=C(C=C12)OCCCN1CCOCC1)OC